CN(C)[PH+](N(C)C)N(C)C tris(dimethylamino)phosphanium